C(C)(C)OP(OC(C)C)(=O)C(CC=NO)C1=CC=CC=C1 (3-(hydroxyimino)-1-phenylpropyl)phosphonic acid diisopropyl ester